phenylisooxazoline C1(=CC=CC=C1)C1=NOCC1